1,6-bis(4-amino-2-trifluoromethylphenoxy)naphthalene NC1=CC(=C(OC2=CC=CC3=CC(=CC=C23)OC2=C(C=C(C=C2)N)C(F)(F)F)C=C1)C(F)(F)F